C1=NC=C(C2=CC=CC=C12)C=O ISOQUINOLINE-4-CARBALDEHYDE